C(C1=CC=CC=C1)OC(=O)N1CC(=C(C1)CC)C(=O)O 4-ethyl-2,5-dihydropyrrole-1,3-dicarboxylic acid-1-benzyl ester